propyl acetate propyl-propionate C(CC)OC(CC)=O.C(C)(=O)OCCC